para-xylene dihydroxylate C1(C(C(=CC=C1)C)C)C(=O)O.C1(=CC=C(C=C1)C)C